C1(=CCCC1)C1=C(C=C(C=C1)N1C(OCC=N1)=O)F [4-(cyclopent-1-en-1-yl)-3-fluorophenyl]-3,6-dihydro-2H-1,3,4-oxadiazin-2-one